The molecule is a cinnamate ester obtained by formal condensation of the carboxy group of trans-coumaric acid with one of the hydroxy groups of meso-tartaric acid. It has a role as a metabolite. It derives from a meso-tartaric acid and a trans-4-coumaric acid. C1=CC(=CC=C1/C=C/C(=O)O[C@@H]([C@H](C(=O)O)O)C(=O)O)O